ClC1=C(OC2=CC=CC3=C2NC(=NS3(=O)=O)NC3=CC=C(C=C3)CC)C=CC=C1 5-(2-chlorophenoxy)-3-((4-ethylphenyl)amino)-4H-benzo[e][1,2,4]thiadiazine 1,1-dioxide